ClC1=C(C#N)C=CC(=C1)NC1=C(C=CC(=C1)C=1C(=NN(C1C)COCC[Si](C)(C)C)C)C 2-Chloro-4-((5-(3,5-dimethyl-1-((2-(trimethylsilyl)ethoxy)methyl)-1H-pyrazol-4-yl)-2-methylphenyl)amino)benzonitrile